Ethylcyano-acetat C(C)OC(CC#N)=O